O=C1NC(CCC1N1C(C2=CC=C(C=C2C1)CN1CCN(CC1)C1CCN(CC1)C=1C(=CC2=C(C(C=3NC4=CC=CC=C4C3C2=O)(C)C)C1)CC)=O)=O 8-(4-(4-((2-(2,6-dioxopiperidin-3-yl)-1-oxoisoindolin-5-yl)methyl)piperazine-1-yl)piperidin-1-yl)-9-ethyl-6,6-dimethyl-11-oxo-6,11-dihydro-5H-benzo[b]carbazole